1-(p-chlorophenyl)-3-methyl-thiourea ClC1=CC=C(C=C1)NC(=S)NC